1-allyl-7-bromo-4,5-difluoro-1H-indole C(C=C)N1C=CC2=C(C(=CC(=C12)Br)F)F